(4-(2-((3-amino-6-(2-hydroxyphenyl)pyridazin-4-yl)oxy)ethyl)benzyl)(methyl)carbamic acid tert-butyl ester C(C)(C)(C)OC(N(C)CC1=CC=C(C=C1)CCOC1=C(N=NC(=C1)C1=C(C=CC=C1)O)N)=O